C(C)[Si](N)(CC)CC triethyl(amino)silane